P(=O)(OC1=C(C(=CC(=C1)\C=C\C1=CC=CC=C1)OC)C(C)C)([O-])[O-] (E)-2-isopropyl-3-methoxy-5-styrylphenyl phosphate